O1C(=CC=C1)C1=NC2=C(N1)C=CC=C2 2-(furyl)-1H-benzimidazole